tert-butyl (2-((4-bromo-6-chloro-2-methylpyridin-3-yl)oxy)ethyl)(methyl)carbamate BrC1=C(C(=NC(=C1)Cl)C)OCCN(C(OC(C)(C)C)=O)C